FC1=CC=C(C=C1)C=1C=CC=2N(N1)C(=CN2)C=2C=C(C=CC2)O 3-[6-(4-fluorophenyl)imidazo[1,2-b]pyridazin-3-yl]phenol